butyl 4-(7-hydroxy-5-oxo-[1,3,4]thiadiazolo[3,2-a]pyrimidin-2-yl)piperazine-1-carboxylate OC=1N=C2N(C(C1)=O)N=C(S2)N2CCN(CC2)C(=O)OCCCC